methyl 2-(difluoromethoxy)-5-formylbenzoate FC(OC1=C(C(=O)OC)C=C(C=C1)C=O)F